N-(5-(3-chlorobenzyl)-1,3,4-thiadiazol-2-yl)pyrazine-2-carboxamide ClC=1C=C(CC2=NN=C(S2)NC(=O)C2=NC=CN=C2)C=CC1